N1C[C@@H](CC1)N1N=NN=C1 1-[(3R)-pyrrolidin-3-yl]tetrazole